tert-butyl (S)-(7-cyclopropyl-5-fluoroisochroman-4-yl)(methyl)carbamate C1(CC1)C1=CC(=C2[C@@H](COCC2=C1)N(C(OC(C)(C)C)=O)C)F